glycidyl 4-vinylphenyl ether C(=C)C1=CC=C(C=C1)OCC1CO1